(6-(4-(2-(trifluoromethoxy)phenyl)piperidin-1-yl)-2-azaspiro[3.4]oct-2-yl)methanone FC(OC1=C(C=CC=C1)C1CCN(CC1)C1CC2(CN(C2)C=O)CC1)(F)F